[Ba+2].[O-2].[Ti+4].[O-2].[O-2] titanium oxide, barium salt